((1-(1-(2,6-dichlorophenyl)ethyl)-1H-pyrazol-4-yl)ethynyl)-5-(furan-2-yl)-1,3,4-thiadiazole ClC1=C(C(=CC=C1)Cl)C(C)N1N=CC(=C1)C#CC=1SC(=NN1)C=1OC=CC1